(3-(4-Fluorophenoxy)pyrrolidin-1-yl)(5-(2,4,5-trifluoro-3-hydroxyphenyl)-1,2,4-oxadiazol-3-yl)methanone FC1=CC=C(OC2CN(CC2)C(=O)C2=NOC(=N2)C2=C(C(=C(C(=C2)F)F)O)F)C=C1